8-fluoro-7-(hydroxymethyl)3-methoxy-1H-quinoxalin-2-one FC=1C(=CC=C2N=C(C(NC12)=O)OC)CO